4-(5-(2-chloro-5-cyanobenzamido)pyridin-2-yl)benzoic acid ClC1=C(C(=O)NC=2C=CC(=NC2)C2=CC=C(C(=O)O)C=C2)C=C(C=C1)C#N